6-(2,6-Dichloro-4-iodophenoxy)-4-isopropylpyridazin-3(2H)-one ClC1=C(OC=2C=C(C(NN2)=O)C(C)C)C(=CC(=C1)I)Cl